(3R,4R)-3-(boc-amino)-4-methylpyrrolidine C(=O)(OC(C)(C)C)N[C@H]1CNC[C@H]1C